Methyl 2-(5-fluoropyridin-2-yl)-6-(methyl-d3)-4,5,6,7-tetrahydropyrazolo[1,5-a]pyridine-6-carboxylate FC=1C=CC(=NC1)C1=NN2C(CCC(C2)(C(=O)OC)C([2H])([2H])[2H])=C1